N-pentyltoluidine C(CCCC)NC=1C(=CC=CC1)C